2-CARBOXYL-INDOLE C(=O)(O)C=1NC2=CC=CC=C2C1